8-oxo-purine-7-carboxamide O=C1NC2=NC=NC=C2N1C(=O)N